N1(C=CC2=CC=CC=C12)[2H] 1H-indol-d